(S)-4-ethyl-8-fluoro-4-hydroxy-11-isopropyl-1,12-dihydro-14H-pyrano[3',4':6,7]indolizino[2,1-b]quinoline-3,6,14(4H,11H)-trione C(C)[C@]1(C(OCC=2C(N3CC=4N(C5=CC=C(C=C5C(C4C3=CC21)=O)F)C(C)C)=O)=O)O